2-amino-6-(cyclooct-2-yn-1-yloxyethoxycarbonylamino)hexanoic acid NC(C(=O)O)CCCCNC(=O)OCCOC1C#CCCCCC1